6-((4-methoxyisoindolin-2-yl)methyl)-2-(3-(3-((4-methyl-4H-1,2,4-triazol-3-yl)methyl)oxetan-3-yl)phenyl)-4-(trifluoromethyl)isoindolin-1-one COC1=C2CN(CC2=CC=C1)CC1=CC(=C2CN(C(C2=C1)=O)C1=CC(=CC=C1)C1(COC1)CC1=NN=CN1C)C(F)(F)F